5-({2-[5-chloro-4-(trifluoromethyl)pyridin-3-yl]-2-azaspiro[3.3]heptan-6-yl}oxy)-2'-ethoxy-N-[(3R)-pyrrolidin-3-yl][2,3'-bipyridine]-6-carboxamide ClC=1C(=C(C=NC1)N1CC2(C1)CC(C2)OC=2C=CC(=NC2C(=O)N[C@H]2CNCC2)C=2C(=NC=CC2)OCC)C(F)(F)F